(2S,3R,4S,5S,6S)-2-(4-formyl-3,5-dimethoxyphenoxy)-6-(methoxycarbonyl)tetrahydro-2H-pyran-3,4,5-triyl triacetate C(C)(=O)O[C@H]1[C@@H](O[C@@H]([C@H]([C@@H]1OC(C)=O)OC(C)=O)C(=O)OC)OC1=CC(=C(C(=C1)OC)C=O)OC